4-(4-(6-(((1R,3s,5S)-1,5-dimethyl-8-azabicyclo[3.2.1]octan-3-yl)(methyl)amino)pyridazin-3-yl)-2-fluoro-5-hydroxyphenyl)pyridin C[C@]12CC(C[C@](CC1)(N2)C)N(C2=CC=C(N=N2)C2=CC(=C(C=C2O)C2=CC=NC=C2)F)C